[N+](=O)([O-])C1=C(N)C(=CC=C1)[N+](=O)[O-] 2,6-dinitroaniline